N-[(5-Cyclopropyl-1,2-oxazol-3-yl)methyl]-2-[(2R/S)-2,3-dihydro[1,4]dioxino[2,3-b]pyridin-2-ylmethyl]-8-methyl-4,5-dihydro-2H-furo[2,3-g]indazol-7-carboxamid C1(CC1)C1=CC(=NO1)CNC(=O)C1=C(C2=C(CCC3=CN(N=C23)C[C@H]2OC=3C(=NC=CC3)OC2)O1)C |r|